methyl 4-((4-cyclohexyl-3-(trifluoromethyl)phenoxy)methyl)-3-methylbenzoate C1(CCCCC1)C1=C(C=C(OCC2=C(C=C(C(=O)OC)C=C2)C)C=C1)C(F)(F)F